BrC=1C(=NC=CC1)C[C@@H]1N(C(C2=CC=CC=C12)=O)CC1CC2(C1)OC(NC2)=O (2s,4R)-2-(((S)-1-((3-bromopyridin-2-yl)methyl)-3-oxoisoindolin-2-yl)methyl)-5-oxa-7-azaspiro[3.4]octan-6-one